2,4-dichloro-5-methylpyridine ClC1=NC=C(C(=C1)Cl)C